4-(((S)-1-(3,4-difluorophenyl)ethyl)amino)-2-(2,6-dioxopiperidin-3-yl)isoindoline-1,3-dione FC=1C=C(C=CC1F)[C@H](C)NC1=C2C(N(C(C2=CC=C1)=O)C1C(NC(CC1)=O)=O)=O